6-(1-(5-chloropyridin-2-yl)vinyl)quinoline-4-carboxylic acid tert-butyl ester C(C)(C)(C)OC(=O)C1=CC=NC2=CC=C(C=C12)C(=C)C1=NC=C(C=C1)Cl